O=C1N(C(CC1)=O)OC(=O)C(C)(CCCCCCCCCCC)CCCCCCCCCCC 2-(((2,5-dioxopyrrolidin-1-yl)oxy)carbonyl)-2-undecyltridecane